ClC=1C(=NC(=NC1)NCC1CCC(CC1)NC1=CC=C(C=C1)C1C(NC(CC1)=O)=O)NC=1C=C2C=C(C(N(C2=CC1)C)=O)OCC(=O)NC 2-((6-((5-chloro-2-((((1s,4s)-4-((4-(2,6-dioxopiperidin-3-yl)phenyl)amino)cyclohexyl)methyl)amino)pyrimidin-4-yl)amino)-1-methyl-2-oxo-1,2-dihydroquinolin-3-yl)oxy)-N-methylacetamide